CC(=O)[C@H]1CC[C@@H]2[C@@]1(CC[C@H]3[C@H]2CC[C@H]4[C@@]3(CC[C@H](C4)O)C)C The molecule is the 3alpha-stereoisomer of 3-hydroxy-5beta-pregnan-20-one. It has a role as an intravenous anaesthetic, a sedative and a human metabolite. It is a 3-hydroxy-5beta-pregnan-20-one and a 3alpha-hydroxy steroid.